C(=O)OCC1CC2CN3C1C(C1=C(CC3)C3=C(N1)C=CC(=N3)OC)C2 racemic-(2-methoxy-6,6a,7,8,9,10,12,13-octahydro-5H-6,9-methanopyrido[1,2-a]pyrido[2',3':4,5]pyrrolo[2,3-d]azepin-7-yl)methanol formate